C1(CC1)C=1C(=NON1)C(=O)N[C@H](C=1OC2=C(N1)C=C(C=C2)C2(CCOCC2)N2C(N[C@@H](C2)C(F)(F)F)=O)C2CCC(CC2)(F)F 4-Cyclopropyl-N-((S)-(4,4-difluorocyclohexyl)(5-(4-((S)-2-oxo-4-(trifluoromethyl)-imidazolidin-1-yl)tetrahydro-2H-pyran-4-yl)benzo[d]oxazol-2-yl)methyl)-1,2,5-oxadiazole-3-carboxamide